C[C@@H]1C[C@H]2[C@@H]3C[C@@H](C4=CC(=O)C=C[C@@]4([C@]3([C@H](C[C@@]2([C@]1(C(=O)COC(=O)C(C)(C)C)O)C)O)F)C)F The molecule is a pivalate ester, a glucocorticoid, an 11beta-hydroxy steroid, a 17alpha-hydroxy steroid, a 20-oxo steroid, a fluorinated steroid, a 3-oxo-Delta(1),Delta(4)-steroid and a tertiary alpha-hydroxy ketone. It has a role as an anti-inflammatory drug and an antipruritic drug. It derives from a flumethasone.